ClC1=CC(=C(C=C1)N(S(=O)(=O)C=1C=CC2=C(C(=C(O2)C(=O)OCC)C)C1)CC)CN(C(C)=O)CC=1OC=CC1 ethyl 5-(N-(4-chloro-2-((N-(furan-2-ylmethyl) acetamido) methyl) phenyl)-N-ethylsulfamoyl)-3-methylbenzofuran-2-carboxylate